(E)-3-(4-bromobut-2-en-1-yl)-2-(1-ethyl-3-methyl-1H-pyrazole-5-carboxamido)-3H-imidazo[4,5-b]pyridine-6-carboxamide BrC/C=C/CN1C(=NC=2C1=NC=C(C2)C(=O)N)NC(=O)C2=CC(=NN2CC)C